N=1C(NC=CC1)=O (3H)-pyrimidone